allyl (S)-(1-((4-(hydroxymethyl)phenyl)amino)-1-oxopropan-2-yl)carbamate OCC1=CC=C(C=C1)NC([C@H](C)NC(OCC=C)=O)=O